C1(=CC=CC=C1)C(C(NCCCC1=CC=CC=C1)C1=CC=CC=C1)NS(=O)(=O)C N-[1,2-Diphenyl-2-[(3-phenylpropyl)amino]ethyl]-methansulfonamid